C(C)(=O)N1C=C(N2C1SC=C2)C2=CC=C(C=C2)Br N-acetyl-5-(4-bromophenyl)imidazo[2,1-b]thiazole